O=C1N(CCC(N1)=O)C1=CC=C2C=CN(C2=C1)CCC(=O)O 3-(6-(2,4-dioxotetrahydropyrimidin-1(2H)-yl)-1H-indol-1-yl)propionic acid